(4-((3-(7-(((Z)-3-fluoro-1-methylpiperidin-4-yl)amino)-3-(2,2,2-trifluoroethyl)benzo[b]thiophen-2-yl)prop-2-yn-1-yl)amino)-2-methoxyphenyl)dimethylphosphine oxide FC1CN(CCC1NC1=CC=CC2=C1SC(=C2CC(F)(F)F)C#CCNC2=CC(=C(C=C2)P(C)(C)=O)OC)C